NCC=1SC(=CC1)CN 2,5-diaminomethylthiophene